FC1=CC=C(C=C1)[C@H]1[C@@H](C1)NCCC[C@@H](C(=O)N1CCC(CC1)S(=O)(=O)C)NC(C1=CC=C(C=C1)N1N=NC=C1)=O N-[(2S)-5-[[(1R,2S)-2-(4-fluorophenyl)cyclopropyl]amino]-1-(4-methanesulfonylpiperidin-1-yl)-1-oxopentan-2-yl]-4-(1H-1,2,3-triazol-1-yl)benzamide